C(C)(C)(C)S(=O)N=C(C)C1=CC(=C(C(=O)NC)C=C1)F 4-(1-((tert-butylsulfinyl)imino)ethyl)-2-fluoro-N-methylbenzamide